N-(3-isopropoxy-1-[(1S)-1,1,1-trifluoropropan-2-yl]-1H-pyrazol-4-yl)formamide C(C)(C)OC1=NN(C=C1NC=O)C(C(F)(F)F)C